CCCCC/C=C\\C/C=C\\CCCCCCCC(=O)OC[C@H](COP(=O)([O-])[O-])O The molecule is a 1-acyl-sn-glycerol 3-phosphate(2-) obtained by deprotonation of the phosphate OH groups of 1-linoleoyl-sn-glycero-3-phosphate. It is a conjugate base of a 1-linoleoyl-sn-glycerol 3-phosphate.